C1(CCCC1)C(=O)N1CCN(CC1)C1=CC=C(C=N1)C=1C=CC=2N(C1)C(=C(N2)CC)N(C=2SC(=C(N2)C2=CC=C(C=C2)F)C#N)C 2-((6-(6-(4-(cyclopentanecarbonyl)piperazin-1-yl)pyridin-3-yl)-2-ethylimidazo[1,2-a]pyridin-3-yl)(methyl)amino)-4-(4-fluorophenyl)thiazole-5-carbonitrile